(S)-1-(6-bromopyrrolo[1,2-b]pyridazin-4-yl)-3-cyclopropyl-2-oxopyrrolidine-3-carbonitrile BrC=1C=C2N(N=CC=C2N2C([C@](CC2)(C#N)C2CC2)=O)C1